N1,N7-dimethylheptane-1,7-diamine CNCCCCCCCNC